pyrrolidine-3-carboxylic acid-(S)-methyl ester COC(=O)C1CNCC1